3,3-Dimethyl-1,4'-bipiperidine dihydrochloride Cl.Cl.CC1(CN(CCC1)C1CCNCC1)C